The molecule is an alkanesulfonic acid in which the alkyl group directly linked to the sulfo functionality is ethyl. It is a conjugate acid of an ethanesulfonate. CCS(=O)(=O)O